1-cyclopropyl-7-[(3R)-3-hydroxypyrrolidin-1-yl]-3-({[(3S)-1-(6-methylpyridin-3-yl)piperidin-3-yl][(2-methylpyridin-4-yl)methyl]amino}methyl)-1,4-dihydroquinolin-4-one C1(CC1)N1C=C(C(C2=CC=C(C=C12)N1C[C@@H](CC1)O)=O)CN(CC1=CC(=NC=C1)C)[C@@H]1CN(CCC1)C=1C=NC(=CC1)C